2-(tert-butyl)-5,6-dihydrofuro[2,3-d]pyridazine-4,7-dione C(C)(C)(C)C1=CC2=C(C(NNC2=O)=O)O1